ClC1=CC2=C(N(C(N=C2N2[C@H](CN(CC2)C(C=C)=O)C)=O)C2=C(C=CC=C2CC)CC)N=C1C=1C(=NC=CC1)C 6-chloro-1-(2,6-diethylphenyl)-4-((2S)-2-methyl-4-(2-propenoyl)-1-piperazinyl)-7-(2-methyl-3-pyridinyl)pyrido[2,3-d]pyrimidin-2(1H)-one